N1(N=CC=C1)C1=C(C=CC=C1)NC1=NC(=NC=C1C(=O)OCC)NC1=C(C=C(C(=C1)NC(C=C)=O)N(C)CCN(C)C)OC Ethyl 4-((2-(1H-pyrazol-1-yl)phenyl)amino)-2-((5-acrylamido-4-((2-(dimethylamino)ethyl)(methyl)amino)-2-methoxyphenyl)amino)pyrimidin-5-carboxylate